ClC1=NC=C(C=N1)\C=C\C (E)-2-chloro-5-(prop-1-en-1-yl)pyrimidine